tert-butyl N-(4-methyl-4-piperidyl)carbamate CC1(CCNCC1)NC(OC(C)(C)C)=O